C1(=CC=CC=C1)P([C-]1C(=CC=C1)[C@@H](C1=C(C=CC=C1)P(C1=CC=CC=C1)C1=CC=CC=C1)N(C)C)C1=CC=CC=C1.[CH-]1C=CC=C1.[Fe+2] (S)-1-diphenylphosphino-2-[(S)-(N,N-dimethylamino)[2-(diphenylphosphino)phenyl]methyl]ferrocene